FC(C(C(F)(F)F)F)(OC(C(F)(F)F)C(F)(F)F)F 2-(1,1,2,3,3,3-hexafluoropropoxy)-1,1,1,3,3,3-hexafluoropropane